N1=NC=C2C1=CN=NC2=O pyrazolo[3,4-d]pyridazin-4-one